C(C1=CC=CC=C1)N(S(=O)(=O)C)C=1C=C(C=CC1)[C@@H]1N([C@H](CC1)[C@H](O)C1=CC(=CC=C1)F)C(=O)OC(C)(C)C tert-butyl (2R,5R)-2-(3-(N-benzylmethylsulfonamido)phenyl)-5-((R)-(3-fluorophenyl)(hydroxy)methyl)-pyrrolidine-1-carboxylate